N-Methyl-3-amino-propyltriethoxysilan CNCCC[Si](OCC)(OCC)OCC